N-[1-(3-chlorophenyl)-4-phenyl-pyrazol-3-yl]benzenesulfonamide ClC=1C=C(C=CC1)N1N=C(C(=C1)C1=CC=CC=C1)NS(=O)(=O)C1=CC=CC=C1